1-ethyl-4-nitrobenzene C(C)C1=CC=C(C=C1)[N+](=O)[O-]